COCC(C(=O)N)C1=CC=C(C=C1)S(=O)(=O)C 3-methoxy-2-(4-(methylsulfonyl)phenyl)propanamide